COC(=O)C1CCC(CC1)NC1=C(C(=CC=C1)OC)[N+](=O)[O-] 4-(3-methoxy-2-nitro-anilino)cyclohexanecarboxylic acid methyl ester